C(C1=CC=CC=C1)C1C(NC(N1)=O)CC1=CC=CC=C1 dibenzyl-2-oxoimidazoline